1-(4-((3-chloro-1H-pyrrolo[2,3-b]pyridin-4-yl)oxy)-2-fluorophenyl)-3-(4-((1-methylpiperidin-4-yl)oxy)-3-(trifluoromethyl)phenyl)urea ClC1=CNC2=NC=CC(=C21)OC2=CC(=C(C=C2)NC(=O)NC2=CC(=C(C=C2)OC2CCN(CC2)C)C(F)(F)F)F